N-((1S)-1-(5-((6-Chloro-4-fluoro-2,3-dihydro-1H-inden-2-yl)amino)pyridin-2-yl)-2,2,2-trifluoroethyl)-N-methylpivalamide ClC1=CC(=C2CC(CC2=C1)NC=1C=CC(=NC1)[C@@H](C(F)(F)F)N(C(C(C)(C)C)=O)C)F